tert-butyl 4-(3-amino-5-fluoro-4-hydroxyphenyl)piperidine-1-carboxylate NC=1C=C(C=C(C1O)F)C1CCN(CC1)C(=O)OC(C)(C)C